2-[3-(4,4,5,5-tetramethyl-1,3,2-dioxaborolan-2-yl)phenyl]pyridine CC1(OB(OC1(C)C)C=1C=C(C=CC1)C1=NC=CC=C1)C